sodium aminoethyl-(hadacidin) NCCC(N(O)CC(=O)O)=O.[Na]